FC=1C=C2CN(CC2=CC1)C1=NC=2N(C(=C1)C=1C=NNC1)N=C(C2C(C)C)C(=O)NC2=CC(=CC=C2)N2CCOCC2 (5-fluoroisoindolin-2-yl)-3-isopropyl-N-(3-morpholinophenyl)-7-(1H-pyrazol-4-yl)pyrazolo[1,5-a]pyrimidine-2-carboxamide